C(CCCCCCCCCCCCCCCCC)NC(O)=S.C(CCCCCCCCCCCCCCCCC)NC(O)=S.CC1=CC=CC=C1 toluene-bis(octadecyl thiocarbamate)